6-bromothieno[3,2-b]thiophene-2-carboxylate BrC1=CSC2=C1SC(=C2)C(=O)[O-]